(2-methyl-2-(prop-1-enoxy)propyl)benzene CC(CC1=CC=CC=C1)(C)OC=CC